C(C1=CC=CC=C1)(=O)C=1C(OC2=CC(=CC(=C2C1)OCC=C)OCC=C)=O 3-benzoyl-5,7-bis(allyloxy)coumarin